NC(CNC(=O)C1N(C(C2CC3CCC12N3C(CC(C)C)=O)=O)CC3=CC=CC1=CC=CC=C31)=O N-(2-amino-2-oxoethyl)-8-(3-methylbutanoyl)-2-(naphthalen-1-ylmethyl)-1-oxooctahydro-3a,6-epiiminoisoindole-3-carboxamide